4-(2H-1,2,3-Triazol-2-yl)-3-(trifluoromethyl)aniline N=1N(N=CC1)C1=C(C=C(N)C=C1)C(F)(F)F